C(C)(=O)C=1C=C(C=CC1)NC(=O)NC=1C=C2C(N(C(N(C2=CC1)C)=O)CCOC)=O 1-(3-Acetylphenyl)-3-(3-(2-methoxyethyl)-1-methyl-2,4-dioxo-1,2,3,4-tetrahydroquinazolin-6-yl)urea